C1(=C(C=CC=C1)C1=C([Se]C2=C1C=CC=C2)C2=NN=NC(=C2C2=C(C=CC=C2)C2=CC=CC=C2)C2=CC=CC=C2)C2=CC=CC=C2 biphenylyl[phenyl(biphenylyl)triazinyl]benzselenophene